C(C)SC1=NC(=CC(N1)=O)O 2-(ethylsulfanyl)-6-hydroxypyrimidin-4(3H)-one